methyl 2-chloro-6,7-dihydro-5H-cyclopenta[b]pyridine-4-carboxylate ClC1=CC(=C2C(=N1)CCC2)C(=O)OC